p-Nitrophenyl α-L-arabinofuranoside O([C@H]1[C@H](O)[C@@H](O)[C@@H](O1)CO)C1=CC=C(C=C1)[N+](=O)[O-]